FC=1C=CC(=NC1C(F)(F)F)[C@@H](NC(=O)N1[C@@H](C(NCC1)=O)C)C1=CC(=CC=C1)OC(F)(F)F |o1:11| (2R)-N-((S or R)-(5-fluoro-6-(trifluoro-methyl)pyridin-2-yl)(3-(trifluoromethoxy)phenyl)methyl)-2-methyl-3-oxopiperazine-1-carboxamide